C(CCCCCCCCCCCC)C=1C=CC=C(C1C(=O)O)O 6-tridecylsalicylic acid